C(C)OC1=NC=CC(=N1)C1=CC=C(CN2C=CC3=C(C=CC(=C23)C(=O)NC2CC3(CCC3)C2)F)C=C1 (Sa)-6-(1-(4-(2-Ethoxypyrimidin-4-yl)benzyl)-4-fluoro-1H-indol-7-carboxamido)spiro-[3.3]heptan